C(C)P([C@@H]1N(CCC2=CC=CC=C12)C1=CC=CC=C1)(CC)=O diethyl-(S)-(2-phenyl-1,2,3,4-tetrahydroisoquinolin-1-yl)phosphine oxide